OC1(CCN(CC1)C(C[C@@H](C)C1=CC=CC=C1)=O)[C@H](C)N1C=NC(=CC1=O)C1=CC=CC=C1 3-((S)-1-(4-hydroxy-1-((R)-3-phenylbutyryl)piperidin-4-yl)ethyl)-6-phenylpyrimidin-4(3H)-one